2-chloro-1,3-dimethyl-imidazole chloride salt [Cl-].ClC1N(C=CN1C)C